ClC1=NC=NC(=C1C(C1CCN(CC1)C(=O)OC(C)(C)C)O)Cl tert-Butyl 4-((4,6-dichloropyrimidin-5-yl)(hydroxy)methyl)piperidine-1-carboxylate